(S)-3-(2,4-difluorophenyl)-N-(5-methyl-7-((1-methyl-1H-imidazol-4-yl)ethynyl)-4-Oxo-2,3,4,5-tetrahydrobenzo[b][1,4]oxazepine-3-yl)imidazo[2,1-b]thiazole-6-carboxamide FC1=C(C=CC(=C1)F)C=1N2C(SC1)=NC(=C2)C(=O)N[C@@H]2C(N(C1=C(OC2)C=CC(=C1)C#CC=1N=CN(C1)C)C)=O